FC(C1=NC=CC(=C1)OC=1C=C(C=NC1)NC(C=C)=O)(F)F N-(5-[{2-(trifluoromethyl)pyridin-4-yl}oxy]pyridin-3-yl)acrylamide